NC1=CC(=C(OC2=C(C(=NC=C2)N)NC2CCCCC2)C=C1)F (4-amino-2-fluorophenoxy)-N3-cyclohexylpyridine-2,3-diamine